C1(CC1)COC1=CN=CC(=N1)C1=CC(=C(C(=C1)F)N1CCC(CC1)CC(=O)O)F 2-[1-[4-[6-(cyclopropylmethoxy)pyrazin-2-yl]-2,6-difluoro-phenyl]-4-piperidinyl]acetic acid